FC1=C(C=CC=C1[N+](=O)[O-])C1=NN(C=C1CN(C(OC(C)(C)C)=O)C)C tert-butyl ((3-(2-fluoro-3-nitrophenyl)-1-methyl-1H-pyrazol-4-yl)methyl)(methyl)carbamate